3,5-dimethoxy-4-ethylsulfanylphenethylamine COC=1C=C(CCN)C=C(C1SCC)OC